CC1=NC=C(C(=N1)C)OC[C@@]1([C@@H](C1)CO)C1=CC(=CC=C1)F [(1R,2S)-2-([(2,4-dimethylpyrimidin-5-yl)oxy]methyl)-2-(3-fluorophenyl)cyclopropyl]methanol